C(#N)C=1C=C(C(=NC1)C(=O)NC=1C=C2C(=NNC2=CC1)C1=CC(=C(C=C1)C)F)C 5-Cyano-N-(3-(3-fluoro-4-methylphenyl)-1H-indazol-5-yl)-3-methylpicolinamide